rac-(2S,6R)-4-[7-(4-chloro-2-fluoro-phenyl)-2-methylsulfanyl-thiazolo[4,5-d]pyrimidin-5-yl]-2-(1-cyclopropylpyrazol-4-yl)-6-methyl-morpholine ClC1=CC(=C(C=C1)C=1C2=C(N=C(N1)N1C[C@@H](O[C@@H](C1)C)C=1C=NN(C1)C1CC1)N=C(S2)SC)F |r|